Cl.NC(C(=O)NC(C)C(CCl)=O)CC1=CC=C(C=C1)F 2-amino-N-(4-chloro-3-oxobutan-2-yl)-3-(4-fluorophenyl)propanamide hydrochloride